C(C)N(C)B(Cl)N(CC)C bis(ethylmethylamino)chloroborane